BrC=1C2=C(C=3C(=NC(=NC3C1F)SCC)N1CCOC[C@](C1)(O)C)COC2 (S)-4-(6-bromo-3-(ethylthio)-5-fluoro-7,9-dihydrofuro[3,4-f]quinazolin-1-yl)-6-methyl-1,4-oxazepan-6-ol